1,2,7,8-octane-tetracarboxylic acid C(C(CCCCC(CC(=O)O)C(=O)O)C(=O)O)C(=O)O